2,6-difluoro-4-((6-pentyl-7,8-dihydronaphthalen-2-yl)ethynyl)aniline FC1=C(N)C(=CC(=C1)C#CC1=CC=2CCC(=CC2C=C1)CCCCC)F